CC1=NC=CC(=C1)NC1=CC=C(C=C1)NC(C1=CN=C(C=C1)NC1=CC=NC2=CC=C(C=C12)N1CCOCC1)=O N-(4-(2-methylpyridin-4-ylamino)phenyl)-6-(6-morpholinoquinolin-4-ylamino)nicotinamide